C(CCC(=O)[O-])(=S)[O-].[Na+].[Na+] sodium thiosuccinate